C(C1=CC=CC=C1)OC(=O)N1[C@@H](CC1)C(=O)O (2S)-1-benzyloxycarbonyl-azetidine-2-carboxylic acid